C(C)OC(=O)C1=C(N=C(N1OC)C1=CC=C(C=C1)C#N)C 2-(4-cyanophenyl)-1-methoxy-4-methyl-1H-imidazole-5-carboxylic acid ethyl ester